4-(azidomethyl)benzene-1-carbonitrile N(=[N+]=[N-])CC1=CC=C(C=C1)C#N